sulfosuccinimide butyrate C(CCC)(=O)O.S(=O)(=O)(O)C1C(=O)NC(C1)=O